2,4''-bis{(biphenyl-4-yl)-phenylamino}-1,1':4',1''-terphenyl C1(=CC=C(C=C1)N(C1=C(C=CC=C1)C1=CC=C(C=C1)C1=CC=C(C=C1)N(C1=CC=CC=C1)C1=CC=C(C=C1)C1=CC=CC=C1)C1=CC=CC=C1)C1=CC=CC=C1